[K].C1CCC2=C(C=3CCCC3C=C12)NC(=O)NS(=O)(=O)C=1N=C(N(C1)C(C)C)C N-((1,2,3,5,6,7-Hexahydro-s-indacen-4-yl)carbamoyl)-1-isopropyl-2-methyl-1H-imidazole-4-sulfonamide, potassium salt